Ditert-butyl-[2-(1,3,5-triphenylpyrazol-4-yl)pyrazol-3-yl]phosphane C(C)(C)(C)P(C=1N(N=CC1)C=1C(=NN(C1C1=CC=CC=C1)C1=CC=CC=C1)C1=CC=CC=C1)C(C)(C)C